6-methyl-5-(1,4-dioxa-8-azaspiro[4.5]decan-8-yl)pyridin-2-ol CC1=C(C=CC(=N1)O)N1CCC2(OCCO2)CC1